ClC1=NC(=CC(=C1)C=1C(=NN2C1N=C(C=C2)NC2CCNCC2)C=2C=C(C#N)C=CC2)C 3-[3-(2-chloro-6-methyl-4-pyridinyl)-5-(4-piperidinylamino)pyrazolo[1,5-a]pyrimidin-2-yl]benzonitrile